CC1=C(C=CC=C1C)C=1C(=NC(=CC1O)OCC1OCCCC1)CCC1=CC=C(C=C1)CCC 3-(2,3-dimethylphenyl)-2-(4-propylphenethyl)-6-((tetrahydro-2H-pyran-2-yl)methoxy)pyridin-4-ol